N-({6-fluoroimidazo[1,2-a]pyridin-2-yl}methyl)-1H-indazole-4-carboxamide FC=1C=CC=2N(C1)C=C(N2)CNC(=O)C=2C=1C=NNC1C=CC2